3-((4,4-difluorocyclohexyl)oxy)aniline FC1(CCC(CC1)OC=1C=C(N)C=CC1)F